O=CCC1CN(CC1)C(=O)[O-] 3-(2-oxoethyl)pyrrolidine-1-carboxylate